C(C#C)OCCOCCN1NC=CC1C(=O)[O-] 2-(2-(2-(prop-2-yn-1-yloxy) ethoxy) ethyl)-1H-pyrazole-3-carboxylate